C1(CCCCC1)C=1C=C(C(=CC1O)C)C(C1=CC=C(C=C1)O)C1=CC(=C(C=C1C)O)C1CCCCC1 bis(3-cyclohexyl-4-hydroxy-6-methylphenyl)-4-hydroxyphenyl-methane